C(C)OC(=O)C1CCN(CC1)C1=NC(=CN=C1)CCC(C)O (6-(3-hydroxybutyl)pyrazin-2-yl)piperidine-4-carboxylic acid ethyl ester